ClC1=C(C=CC=C1)[C@@H](C)OC(=O)NC=1N(N=CC1Cl)C1=CC=C(C=C1)Br 3-[(R)-1-(o-chlorophenyl)ethoxycarbonylamino]-2-(p-bromophenyl)-4-chloro-2H-pyrazole